NC1=C(C2=C(N=C(N=C2)C)N1C1=C(C(=CC=C1C)OC)Cl)C#N 6-amino-7-(2-chloro-3-methoxy-6-methylphenyl)-2-methylpyrrolo[2,3-d]pyrimidine-5-carbonitrile